NC(C(=O)N=[S@@](=O)(C)C=1C=C(C=CC1)NC(C1=C(N=CC(=C1C)C=1C=NN(C1)C)N1CCC(CCC1)(F)F)=O)C(F)(F)F N-(3-((R)-N-(2-amino-3,3,3-trifluoropropanoyl)-S-methylsulfonimidoyl)phenyl)-2-(4,4-difluoroazepan-1-yl)-4-methyl-5-(1-methyl-1H-pyrazol-4-yl)nicotinamide